ClC=1C=C2C(NCCC3=CC=CC=C3C=3C(=CC(=C(NS(C(C1O)=C2)(=O)=O)C3)F)F)=O 14-chloro-20,22-difluoro-15-hydroxy-17lambda6-thia-10,18-diazatetracyclo[17.3.1.112,16.02,7]tetracosa-1(23),2,4,6,12,14,16(24),19,21-nonaene-11,17,17-trione